4-(cyclopropylamino)-2-(((S)-2,3,4,5-tetrahydro-3-(3-methoxypropoxy)benzo[b][1,4]oxazepin-7-yl)amino)pyrimidine-5-carboxamide C1(CC1)NC1=NC(=NC=C1C(=O)N)NC1=CC2=C(OC[C@H](CN2)OCCCOC)C=C1